cyclopropyl(trifluoro)boranuide C1(CC1)[B-](F)(F)F